C1(=CC=CC=C1)C(C)(C)C1=CC=C(C=C1)O 4-(2-phenylpropan-2-yl)phenol